C(C(=C)C)(=O)OC(C)CCCCCCCCOC(C(=C)C)=O 2,10-decanediol dimethacrylate